N[C@@H](CC(=O)O)C(=O)C=1C(=C(C=CC1)O)N aspartyl-aminophenol